IC=1C=CC(=NC1)N1CC2COCC(C1)N2 7-(5-iodopyridin-2-yl)-3-oxa-7,9-diazabicyclo[3.3.1]nonane